1-(4-(2-(4-(2-chloro-3,5-dimethoxy-phenyl)-8-(methylamino)-[1,2,4]triazolo[1',5':1,6]pyrido[2,3-d]pyrimidin-2-yl)ethyl)piperazin-1-yl)prop-2-en-1-one ClC1=C(C=C(C=C1OC)OC)C1=CC=2C(=NC(=NC2)NC)N2C1=NC(=N2)CCN2CCN(CC2)C(C=C)=O